C1(CC1)C=1C=C(C=2N(C1)C=C(N2)[C@@H](C)NC(OC(C)(C)C)=O)N2C(N(C(C2)=O)C(C2=CC=CC=C2)(C2=CC=CC=C2)C2=CC=CC=C2)=O tert-butyl (R)-(1-(6-cyclopropyl-8-(2,4-dioxo-3-tritylimidazolidin-1-yl)imidazo[1,2-a]pyridin-2-yl)ethyl)carbamate